CN([C@@H](CC1=CC=CC=C1)C(=O)OC(C)(C)C)C(=O)OCC1C2=CC=CC=C2C=2C=CC=CC12 tert-Butyl N-methyl(((9H-fluoren-9-yl) methoxy)carbonyl)phenylalaninate